(1S,2S)-N-(6-(5-chloro-7-(1,4-dioxan-2-yl)-6-fluoro-1H-indazol-4-yl)imidazo[1,2-a]pyrazin-2-yl)-2-fluorocyclopropane-1-carboxamide ClC=1C(=C2C=NNC2=C(C1F)C1OCCOC1)C=1N=CC=2N(C1)C=C(N2)NC(=O)[C@H]2[C@H](C2)F